N-((3R,4S)-7-Fluoro-3-((R)-2-Methylmorpholino)Chroman-4-Yl)-2-(Trifluoromethyl)-1H-Pyrrolo[3,2-C]Pyridin-4-Amine FC1=CC=C2[C@@H]([C@H](COC2=C1)N1C[C@H](OCC1)C)NC1=NC=CC2=C1C=C(N2)C(F)(F)F